(R or S)-2-(1-(6-chloropyrimidin-4-yl)-3-methoxypyrrolidin-3-yl)propan-2-ol ClC1=CC(=NC=N1)N1C[C@@](CC1)(OC)C(C)(C)O |o1:9|